CC1=C(C=CC=C1)NC(C1=C(C=CC=C1)NC1=CC=NC2=CC(=CC=C12)C(F)(F)F)=O N-(2-methylphenyl)-2-[(7-trifluoromethylquinolin-4-yl)amino]benzamide